(S)-1-(4-(3-((1r,3r,5S,7S)-3,5-dimethyladamantan-1-yl)ureido)-3-methylbenzoyl)-N-(7-(hydroxyamino)-7-oxoheptyl)piperidine-3-carboxamide C[C@]12CC3(CC(C[C@@](C1)(C3)C)C2)NC(NC2=C(C=C(C(=O)N3C[C@H](CCC3)C(=O)NCCCCCCC(=O)NO)C=C2)C)=O